(R)-4-((1-cyclopropylpiperidin-4-yl)amino)-N-(1-(3-(difluoromethyl)-2-fluorophenyl)ethyl)-1-(1-(difluoromethyl)cyclopropyl)-6-oxo-1,6-dihydropyridine-3-carboxamide C1(CC1)N1CCC(CC1)NC=1C(=CN(C(C1)=O)C1(CC1)C(F)F)C(=O)N[C@H](C)C1=C(C(=CC=C1)C(F)F)F